Aluminum octadecenyl acetoacetate C(CC(=O)C)(=O)OC=CCCCCCCCCCCCCCCCC.[Al]